[N+](=O)([O-])C(=NO)[N+](=O)[O-] nitroketoxime